3-Chloro-9,9-dimethyl-6-(piperazin-1-ylmethyl)-9,10-dihydroacridine ClC=1C=CC=2C(C3=CC=C(C=C3NC2C1)CN1CCNCC1)(C)C